N-(6-(1-methyl-7-oxo-6,7-dihydro-1H-pyrrolo[2,3-c]pyridin-3-yl)-1-((3-methyloxetan-3-yl)methyl)-1H-indol-4-yl)methanesulfonamide CN1C=C(C2=C1C(NC=C2)=O)C2=CC(=C1C=CN(C1=C2)CC2(COC2)C)NS(=O)(=O)C